4,4-difluoro-1-{imidazo[1,5-a]pyridine-6-carbonyl}piperidine FC1(CCN(CC1)C(=O)C=1C=CC=2N(C1)C=NC2)F